N-(3-(2-oxopyrrolidin-1-yl)propyl)benzamide O=C1N(CCC1)CCCNC(C1=CC=CC=C1)=O